C(CCC)(=O)N1CC(C1)C(=O)NS(=O)(=O)C1=CC=C(C2=CC=CC=C12)NC(C1=C(C=CC=C1)C)=O 1-butyryl-N-((4-(2-methylbenzamido)naphthalen-1-yl)sulfonyl)azetidine-3-carboxamide